O1CC=NC=C1C#N [1,4]Oxazine-6(2H)-carbonitrile